5-(2,3-dimethyl-3H-imidazo[4,5-b]pyridin-5-yl)-N-(cis-3-morpholinocyclobutyl)pyrrolo[2,1-f][1,2,4]triazin-2-amine CC1=NC=2C(=NC(=CC2)C=2C=CN3N=C(N=CC32)N[C@@H]3C[C@@H](C3)N3CCOCC3)N1C